1-(4-(5-(4,4-difluoropiperidine-1-carbonyl)-1H-pyrrolo[2,3-b]pyridin-1-yl)phenyl)cyclopropane-1-carboxylic acid FC1(CCN(CC1)C(=O)C=1C=C2C(=NC1)N(C=C2)C2=CC=C(C=C2)C2(CC2)C(=O)O)F